ClC1=CC=C(CON(C(=O)S(=O)(=O)C2=CC=CC=C2)C#N)C=C1 N-((4-chlorobenzyl)oxy)-1-(benzenesulfonyl)formamido cyanide